7-(4-Chlorobenzyl)-8-(4-chlorophenoxy)-1-(3-hydroxypropyl)-3-methyl-1H-purine-2,6(3H,7H)-dione ClC1=CC=C(CN2C(=NC=3N(C(N(C(C23)=O)CCCO)=O)C)OC2=CC=C(C=C2)Cl)C=C1